C(C)(C)(C)OC(=O)NC1=C(C2=C(S1)C(C(CC2)(C2=CC=CC=C2)CO[Si](C)(C)C(C)(C)C)=O)C(=O)O 2-((tert-Butoxycarbonyl)amino)-6-(((tert-butyldimethylsilyl)oxy)methyl)-7-oxo-6-phenyl-4,5,6,7-tetrahydrobenzo[b]thiophene-3-carboxylic acid